CC1=NC=CC=C1C=1C=C2C(=NC1)NC=C2C2=CC=1N(C=C2)N=CC1C(=O)N1CCOCC1 (5-(5-(2-methylpyridin-3-yl)-1H-pyrrolo[2,3-b]pyridin-3-yl)pyrazolo[1,5-a]pyridin-3-yl)(morpholino)methanone